[(E)-3-chloro-1-propenyl]boranediol ClC/C=C/B(O)O